OC=1C=C(C=CC1O)/C=C/C(=O)N(CC(C)C)CCC1=CC=C(C=C1)O (E)-3-(3,4-dihydroxyphenyl)-N-(4-hydroxyphenethyl)-N-isobutylacrylamide